1-ethyl acetoacetate C(CC(=O)C)(=O)OCC